BrC1=C(C=C(C=C1)NC1=NN(C=C1C(N)=O)[C@@H]1COCC[C@H]1C#N)CC(=O)OC methyl 2-(2-bromo-5-((4-carbamoyl-1-(trans-4-cyanotetrahydro-2H-pyran-3-yl)-1H-pyrazol-3-yl)amino)phenyl)acetate